4-(6-(5-((2,4-difluorophenyl)sulfonamido)-6-methoxypyridin-3-yl)-8-(trifluoromethyl)quinazoline-4-yl)piperazine-1-carboxylic acid tert-butyl ester C(C)(C)(C)OC(=O)N1CCN(CC1)C1=NC=NC2=C(C=C(C=C12)C=1C=NC(=C(C1)NS(=O)(=O)C1=C(C=C(C=C1)F)F)OC)C(F)(F)F